methanesulfonamide, trifluoroacetic acid salt FC(C(=O)O)(F)F.CS(=O)(=O)N